3-(4,6-difluoro-5-(1-((1-methyl-1H-imidazol-5-yl)methyl)piperidin-4-yl)-1-oxoisoindolin-2-yl)piperidine-2,6-dione FC1=C2CN(C(C2=CC(=C1C1CCN(CC1)CC1=CN=CN1C)F)=O)C1C(NC(CC1)=O)=O